N-(Boc)-S-((R)-2,4-dihydroxybutyl)-L-cysteine C(=O)(OC(C)(C)C)N[C@@H](CSC[C@@H](CCO)O)C(=O)O